ClC1=C(C=CC=C1)C1=NN2C(N=C(C=C2N2C[C@H](CC2)CC(=O)N)N(C)CC(=O)NCC)=C1C1=CC=C(C=C1)Cl 2-[(3R)-1-[2-(2-chlorophenyl)-3-(4-chlorophenyl)-5-[[2-(ethylamino)-2-oxo-ethyl]-methyl-amino]pyrazolo[1,5-a]pyrimidin-7-yl]pyrrolidin-3-yl]acetamide